N1(CCCC1)C=CC(=O)N 3-(pyrrolidin-1-yl)propenamide